C(C)(C)[Si]1(O[Si](OC[C@@H]2[C@@H](O1)[C@H]([C@@H](C2)NC(OC(C)(C)C)=O)OC)(C(C)C)C(C)C)C(C)C Tert-butyl ((6aR,8R,9S,9aR)-2,2,4,4-tetraisopropyl-9-methoxyhexahydrocyclopenta[f][1,3,5,2,4]trioxadisilocin-8-yl)carbamate